N[C@H](C(=O)O)CC1C(NC=2N(C1)N=CC2)=O (2S)-2-amino-3-(5-oxo-4,5,6,7-tetrahydropyrazolo[1,5-a]pyrimidin-6-yl)propionic acid